2,N6-bis-(tert-butoxycarbonyl)-L-lysine C(C)(C)(C)OC(=O)[C@](N)(CCCCNC(=O)OC(C)(C)C)C(=O)O